N-hydroxythiosuccinimide ON1C(CCC1=O)=S